OC1=C(C=C(C=C1)C1(N(C(C2=CC=CC=C12)=O)C1=CC=CC=C1)C1=CC(=C(C=C1)O)C(C)C)C(C)C 3,3-bis(4-hydroxy-3-isopropylphenyl)-2-phenylisoindolin-1-one